(2,4-bis(trifluoromethyl)benzyl)-5-methyl-1H-pyrazol-4-amine hydrochloride Cl.FC(C1=C(CN2N=CC(=C2C)N)C=CC(=C1)C(F)(F)F)(F)F